5-[1-(2-Aza-bicyclo[3.1.0]hex-2-yl)-8,8-dimethyl-5,6-dihydro-8H-7-oxa-2,4,4b,9-tetraaza-fluoren-3-yl]-pyrimidin-2-ylamine C12N(CCC2C1)C1=NC(=NC=2N3CCOC(C3=NC12)(C)C)C=1C=NC(=NC1)N